F[C@H]1C[C@H](CNC1)N1C(CCC1)=O 1-[(3R,5S)-5-fluoropiperidin-3-yl]pyrrolidin-2-one